P(=O)(O)([O-])[O-].[K+].[K+] Dikalium hydrogen-phosphat